[O-]S(=O)(=O)C(F)(F)F.C1(CCC(N1OC(=O)CCCOC1=CC=CC2=[N+](C3=CC=CC=C3N=C12)CC)=O)=O 1-[3-(succinimidyloxycarbonyl)propoxy]-5-ethylphenazinium triflate